C(C)(C)(C)[C@H]1N(CC12CC(CC2)N2CCC(CC2)C2=C(C=CC=C2)C2CCC(CC2)O)C(=O)O.C(=O)(OC(C)(C)C)N(CC(=O)O)C2=CC(=CC=C2)Cl N-Boc-(3'-chlorophenyl)glycine tert-butyl-(R)-6-(4-(2-(4-hydroxycyclohexyl)phenyl)piperidin-1-yl)-2-azaspiro[3.4]octane-2-carboxylate